C(=O)(OCC1C2=CC=CC=C2C2=CC=CC=C12)N[C@@H](CC(=O)[O-])C(=O)[O-] Fmoc-aspartate